COC(=O)[C@@H]1C[C@@H](CCC1)NC (1S,3R)-3-(methylamino)cyclohexanecarboxylic acid methyl ester